C(#N)C(CCC(=O)O)(CC(CC(C(COCCOC(CC(C)=O)=O)=O)(C)SC(=S)SCCCCCCCCCCCC)(C)C(=O)OC)C 4-cyano-8-dodecylsulfanylcarbothioylsulfanyl-6-methoxycarbonyl-4,6,8-trimethyl-9-oxo-10-[2-(3-oxobutanoyloxy)ethoxy]decanoic acid